4-((2R,4s,6S)-7-((3-chloro-5-methoxy-7-methyl-1H-indol-4-yl)methyl)-2-cyano-7-azaspiro[3.5]nonan-6-yl)-N-((1-methylazetidin-3-yl)methyl)benzamide ClC1=CNC2=C(C=C(C(=C12)CN1[C@@H](CC2(CC(C2)C#N)CC1)C1=CC=C(C(=O)NCC2CN(C2)C)C=C1)OC)C